6-(2-phenylethynyl)-1,3-benzothiazol-2-amine C1(=CC=CC=C1)C#CC1=CC2=C(N=C(S2)N)C=C1